[C@H](C)(CC)N1N=CC=2N=C(N=C(C21)NC(C)C2=NNC1=CC=CC=C21)N2CCNCC2 4-{1-((S)-sec-Butyl)-7-[1-(1H-indazol-3-yl)-ethylamino]-1H-pyrazolo[4,3-d]pyrimidin-5-yl}-piperazin